BrC=1C=C(C=2N(C1)C=C(N2)CO)F (6-bromo-8-fluoro-imidazo[1,2-a]pyridin-2-yl)methanol